tert-butyl (3R,4R)-3-fluoro-4-((2-fluoro-9-isopropyl-9H-purin-6-yl)amino)pyrrolidine-1-carboxylate F[C@@H]1CN(C[C@H]1NC1=C2N=CN(C2=NC(=N1)F)C(C)C)C(=O)OC(C)(C)C